N[C@H](C(=O)O)CNC(=O)N1CCN(CC1)CC(=O)O (S)-2-amino-3-(4-(carboxymethyl)piperazine-1-carboxamido)propanoic acid